(3R)-3-amino-5-[(4-chlorophenyl)methyl]-7-[5-(3,3-difluoro-1,8-diazaspiro[4.5]decan-8-yl)-1,3,4-oxadiazol-2-yl]-8-fluoro-1,1-dioxo-2,3-dihydro-1λ6,5-benzothiazepin-4-one N[C@H]1CS(C2=C(N(C1=O)CC1=CC=C(C=C1)Cl)C=C(C(=C2)F)C=2OC(=NN2)N2CCC1(CC(CN1)(F)F)CC2)(=O)=O